C1(=CC=CC=C1)C1=C(C(=NN=N1)C1=C2C(=CC(=C1C1=CC=CC=3SC4=C(C31)C=CC=C4)C4=CC=CC=C4)N=C4C=CC3=C1C=CC=CC1=NC3=C42)C4=C(C=CC=C4)C=4C(=CC=CC4)C4=CC=CC=C4 (phenyl)(terphenylyl)[(phenyl)(dibenzothiophenyl)indolocarbazolyl]triazine